C[C@@H]1CCCCC2=CNN=C2C2=NN=C(C=3C(=CC(=C(O1)N3)C(F)(F)F)N)O2 (15R)-15-methyl-18-(trifluoromethyl)-16,22-dioxa-3,4,7,8,21-pentaazatetracyclo[15.3.1.12,5.06,10]docosa-1(21),2,4,6,9,17,19-heptaen-20-amine